C(C)OC(=O)C1=C(N=C(S1)NC1=NC(=CC(=N1)C1=CC=C(C=C1)C(=O)O)NCC1=CC=C(C=C1)S(N)(=O)=O)C 2-[4-(4-Carboxy-phenyl)-6-(4-sulfamoyl-benzylamino)-pyrimidin-2-ylamino]-4-methylthiazole-5-carboxylic acid ethyl ester